ClC=1N=C(N(N1)C1=NC=CC=N1)C(C)N1C(C2=CC=CC=C2C1=O)=O 2-[1-(5-chloro-2-pyrimidin-2-yl-1,2,4-triazol-3-yl)ethyl]isoindoline-1,3-dione